diethyl 2-(((2r,3s,4r)-3-acetoxy-3-ethynyl-4,5-dihydroxytetrahydrofuran-2-yl) methoxy)-2-allylmalonate C(C)(=O)O[C@@]1([C@H](OC([C@@H]1O)O)COC(C(=O)OCC)(C(=O)OCC)CC=C)C#C